methyl 2-bromo-3,5-dichloroisonicotinate BrC=1C(=C(C(=O)OC)C(=CN1)Cl)Cl